FC1=C(C(=O)NCC=2C=NC(=C(C2)F)OC(C)C)C=C(C=C1)C1=NC=CC=C1CO 2-Fluoro-N-((5-fluoro-6-isopropoxypyridin-3-yl)methyl)-5-(3-(hydroxymethyl)pyridin-2-yl)benzamide